3-cyclopropyl-6,7,8,9-tetrahydrobenzo[g]Isoquinoline-8-carboxylic acid methyl ester COC(=O)C1CC2=C(C=C3C=C(N=CC3=C2)C2CC2)CC1